(3-cyanophenyl)-4-methyl-1H-imidazole C(#N)C=1C=C(C=CC1)N1C=NC(=C1)C